ClC1=NN(C=C1NC=1N=C(C2=C(N1)NC=C2)NC=2C(=C1N=CC=NC1=CC2)P(C)(C)=O)C (6-((2-((3-chloro-1-methyl-1H-pyrazol-4-yl)amino)-7H-pyrrolo[2,3-d]pyrimidin-4-yl)amino)quinoxalin-5-yl)dimethylphosphine oxide